tert-Butyl 4-(5-chloro-1-methyl-indol-3-yl)piperidine-1-carboxylate ClC=1C=C2C(=CN(C2=CC1)C)C1CCN(CC1)C(=O)OC(C)(C)C